ClC1=CC2=C(C=N1)N=CN2CC=2N=C1N(C=C(C=C1)C1CC1)C2 6-chloro-1-((6-cyclopropylimidazo[1,2-a]pyridin-2-yl)methyl)-1H-imidazo[4,5-c]pyridine